ClC1=CC=C(C=C1)[C@@H]1N(CC[C@H]1NS(=O)(=O)C1=CC=C(C=C1)OC(F)(F)F)C |r| rac-N-((2S,3R)-2-(4-chlorophenyl)-1-methylpyrrolidin-3-yl)-4-(trifluoromethoxy)benzene-sulfonamide